1-Amino-6-(2-fluoro-6-methylphenyl)-4-(3-methyl-1-(piperidin-4-yl)-1H-pyrazol-4-yl)isoquinoline-7-carbonitrile NC1=NC=C(C2=CC(=C(C=C12)C#N)C1=C(C=CC=C1C)F)C=1C(=NN(C1)C1CCNCC1)C